(morpholinomethyl)piperidine O1CCN(CC1)CN1CCCCC1